8-methyl-2-(trifluoromethyl)-3-[1-(3,3,3-trifluoropropyl)-1H-pyrazol-4-yl]-4H-pyrimido[1,2-b]pyridazin-4-one CC1=CC=2N(N=C1)C(C(=C(N2)C(F)(F)F)C=2C=NN(C2)CCC(F)(F)F)=O